CC=1C(=NC(=NC1)NC=1C=NN(C1)[C@H](C(F)(F)F)C)C1=CC=C(C(=O)[O-])C=C1.[Li+] |o1:13| Lithium (S*)-4-(5-methyl-2-((1-(1,1,1-trifluoropropan-2-yl)-1H-pyrazol-4-yl)amino)pyrimidin-4-yl)benzoate